5-{2-[(3-exo)-8-azabicyclo[3.2.1]oct-3-yl-(methyl)amino][1,3]thiazolo[5,4-d]pyrimidin-5-yl}-2-methyl-2H-indazole-7-carbonitrile hydrochloride Cl.C12CC(CC(CC1)N2)N(C=2SC=1N=C(N=CC1N2)C2=CC1=CN(N=C1C(=C2)C#N)C)C